C(CS(=O)(=O)[O-])S(=O)(=O)[O-].[N+](=O)([O-])C1=C(C=CC=C1)N1C(=CC=C1)C=C\C=N\NC(=[NH2+])N.[N+](=O)([O-])C1=C(C=CC=C1)N1C(=CC=C1)C=C\C=N\NC(=[NH2+])N (E)-N-[1-(2-nitrophenyl)-1H-pyrrol-2-yl-allylideneamino]-guanidinium ethanedisulfonate